O1C=C(C2=C1C=CC=C2)C[C@H](NC(C(C(=O)NCCC2=CC(=CC=C2)OC)F)=O)OB(O)O ((1R)-2-(Benzofuran-3-yl)-1-(2-fluoro-3-((3-methoxyphenylethyl)amino)-3-oxopropionamido)ethyl)boric acid